1-[5-tert-butyl-2-p-tolyl-2H-pyrazol-3-yl]-3-[4-(2-(2-dimethylaminomethylmorpholin-4-yl)ethoxy)naphthalen-1-yl]-urea C(C)(C)(C)C=1C=C(N(N1)C1=CC=C(C=C1)C)NC(=O)NC1=CC=C(C2=CC=CC=C12)OCCN1CC(OCC1)CN(C)C